2-[(4-butylphenyl)methyl]-3-hydroxy-[1,4]naphthoquinone C(CCC)C1=CC=C(C=C1)CC=1C(C2=CC=CC=C2C(C1O)=O)=O